ClC1=C(C=CC=C1)NC(C1=CC=C(C=C1)NC1=NC(=NC=C1F)NC1=CC=C(C=C1)C(NN1CCC(CC1)CCN1CCN(CC1)C1=CC=C(C=C1)C1C(NC(CC1)=O)=O)=O)=O N-(2-chlorophenyl)-4-((2-((4-((4-(2-(4-(4-(2,6-dioxopiperidin-3-yl)phenyl)piperazin-1-yl)ethyl)piperidin-1-yl)carbamoyl)phenyl)amino)-5-fluoropyrimidin-4-yl)amino)benzamide